ClC=1C(=CC(=C(C1)C1=C(C=C(C=C1)F)OCCOC)F)C(=O)NC=1C=NC(=C(C1)Cl)N1N=CC=N1 5-chloro-N-(5-chloro-6-(2H-1,2,3-triazol-2-yl)pyridin-3-yl)-2,4'-difluoro-2'-(2-Methoxyethoxy)-(1,1'-biphenyl)-4-carboxamide